[Lu].C(C=C)[Si](C)(C)OCC allyl(ethoxy)(dimethyl)silane Lutetium